COC1=NC(=NC(=N1)C)NC(=O)NS(=O)(=O)C1=C(C=CC=C1)CCC(F)(F)F N-[[(4-methoxy-6-methyl-1,3,5-triazin-2-yl)amino]carbonyl]-2-(3,3,3-trifluoropropyl)benzenesulfonamide